ClC1=CC=C(C(=N1)C(=O)O)N[C@H](C)C1=C2N=C(C(=NC2=CC(=C1)C)C#N)N1C[C@H]2C([C@H]2C1)CO 6-chloro-3-(((R)-1-(2-cyano-3-((1R,5S,6S)-6-(hydroxymethyl)-3-azabicyclo[3.1.0]hexan-3-yl)-7-methylquinoxalin-5-yl)ethyl)amino)picolinic acid